(S)-N'-(4-(difluoromethoxy)-2,6-diisopropylphenyl-carbamoyl)-3-fluoro-5-(2-hydroxypropan-2-yl)thiophene-2-sulfonimidamide FC(OC1=CC(=C(C(=C1)C(C)C)NC(=O)N=[S@@](=O)(N)C=1SC(=CC1F)C(C)(C)O)C(C)C)F